COC=1C=C2CCN(CC2=CC1OC)CCCCCC1=CC=C(S1)/C=N/O (E)-5-(5-(6,7-dimethoxy-3,4-dihydroisoquinolin-2(1H)-yl)pentyl)thiophene-2-carbaldehyde oxime